2-((4-(((tert-butyldimethylsilyl)oxy)methyl)pyridin-2-yl)oxyethyl)-6-oxo-1,6-dihydropyridine-3-carboxylic acid methyl ester COC(=O)C1=C(NC(C=C1)=O)CCOC1=NC=CC(=C1)CO[Si](C)(C)C(C)(C)C